CN(CCC1(C(C=C(C=C1)NC=1N=C(C2=C(N1)NC=C2)C2=CN(C1=CC=CC=C21)C)NC)NC)C 1-(2-(dimethylamino)ethyl)-N1,N2-dimethyl-N4-(4-(1-methyl-1H-indol-3-yl)-7H-pyrrolo[2,3-d]pyrimidin-2-yl)benzene-1,2,4-triamine